2-cyano-2-[((3,4-dichlorophenyl)methoxy)imino]acetamide C(#N)C(C(=O)N)=NOCC1=CC(=C(C=C1)Cl)Cl